ClCC(=O)N1[C@H](C2=CC=C(C=C2C[C@@H]1C)OC)C1=CC=C(C(=O)NC2CC2)C=C1 4-((1S,3S)-2-(2-chloroacetyl)-6-methoxy-3-methyl-1,2,3,4-tetrahydroisoquinolin-1-yl)-N-cyclopropylbenzamide